CN1C(=CC2=CC=CC=C12)C(=O)O 1-methyl-1H-indole-2-carboxylic acid